C(=C)C1=CC(=NC(=C1)C(=O)O)C(=O)O 4-vinylpyridine-2,6-dicarboxylic Acid